BrC(=CNC1=CC=C(C(=C1Br)Br)N)C 2-bromopropenyl-5,6-dibromo-p-phenylenediamine